The molecule is the O-debenzoyl analogue of cocaine. It has a role as a central nervous system depressant, a peripheral nervous system drug, an analgesic, a metabolite, an opioid analgesic and a mouse metabolite. It is a tropane alkaloid, a methyl ester and a tertiary amino compound. It derives from an ecgonine. It is a conjugate base of an ecgoninium methyl ester(1+). CN1[C@H]2CC[C@@H]1[C@H]([C@H](C2)O)C(=O)OC